(6-bromopyrazolo[1,5-a]pyridin-4-yl) trifluoromethanesulfonate FC(S(=O)(=O)OC=1C=2N(C=C(C1)Br)N=CC2)(F)F